N12C[C@@H](C(CC1)CC2)OC(N(C)C2=C1C(N(CC1=CC=C2)C2=CC=C(C=C2)F)=O)=O.BrC2=CC=C(NC(C=CC1=CC=CC=C1)C1=CC=CC=C1)C=C2 |r| 4-bromo-N-(1,3-diphenylprop-2-en-1-yl)aniline (R and S)-Quinuclidin-3-yl-(2-(4-fluorophenyl)-3-oxoisoindolin-4-yl)(methyl)carbamate